methyl 4-(3-fluoro-2-(1-fluoroethyl) phenyl)-2-(fluoromethyl)-5-oxo-1,4,5,7-tetrahydrofurano[3,4-b]pyridine-3-carboxylate FC=1C(=C(C=CC1)C1C2=C(NC(=C1C(=O)OC)CF)COC2=O)C(C)F